C(C)(C)(C)N1C[C@H](CCC1)OC1=CC=C(C=C1)N1[C@H](CCC1)C=1N=C(SC1)N tert-butyl-(S)-3-(4-((R)-2-(2-aminothiazol-4-yl)pyrrolidin-1-yl)phenoxy)piperidine